2-[5,8-dioxo-6-(propan-2-yl)-2-(pyridin-4-yl)-5,6,7,8-tetrahydro-4H-pyrazolo[1,5-a]pyrrolo[3,4-d]pyrimidin-4-yl]-N-(5-fluoropyridin-2-yl)acetamide O=C1N(CC2=C1N(C=1N(C2=O)N=C(C1)C1=CC=NC=C1)CC(=O)NC1=NC=C(C=C1)F)C(C)C